aminomethylhexanol NCC(CCCCC)O